N#CN1C([C@@H](C2=CC=CC=C12)O)=O (+)-(R)-nitrilomethyl-3-hydroxyoxindole